(carboxymethyl)Sodium C(=O)(O)C[Na]